(2R,3S,4S,5R)-3-(3,4-difluoro-2-methoxyphenyl)-4,5-dimethyl-5-(trifluoromethyl)tetrahydrofuran FC=1C(=C(C=CC1F)[C@H]1CO[C@]([C@H]1C)(C(F)(F)F)C)OC